C12(CC3CC(CC(C1)C3)C2)CN 1-adamantyl-methanamine